N5-(5-((4-chlorobenzyl)oxy)-1,3,4-thiadiazol-2-yl)-6-morpholinopyridine-2,5-dicarboxamide ClC1=CC=C(COC2=NN=C(S2)NC(=O)C=2C=CC(=NC2N2CCOCC2)C(=O)N)C=C1